BrC1=CC=C2C(=C(C=NC2=C1)[N+](=O)[O-])Cl 7-bromo-4-chloro-3-nitroquinoline